tert-butyl 4-{[1-(2,6-dioxopiperidin-3-yl)-3-methyl-2-oxo-1,3-benzodiazol-4-yl](methyl)amino}piperidine-1-carboxylate O=C1NC(CCC1N1C(N(C2=C1C=CC=C2N(C2CCN(CC2)C(=O)OC(C)(C)C)C)C)=O)=O